C(C)(C)(C)OC(=O)N(C(OC(C)(C)C)=O)C=1C(=NC=C(C1)C1=CC=2C3=C(C=NC2C=C1)N(C(C31CCC1)=O)C)CCCCN1CCCCC1 tert-Butyl N-[(tert-butoxy)carbonyl]-N-(5-(3'-methyl-2'-oxo-2',3'-dihydrospiro[cyclobutane-1,1'-pyrrolo[2,3-c]quinoline]-8'-yl)-2-[4-(piperidin-1-yl)butyl]pyridin-3-yl)carbamate